C(=O)(O)COCCOCCNC(COCCOCCNC(CCCC(=O)O)=O)=O 5-[2-[2-[2-[2-[2-(carboxymethoxy)ethoxy]ethylamino]-2-oxoethoxy]ethoxy]ethylamino]-5-oxopentanoic acid